COC=1C=C(C=CC1)B(O)O (3-methoxyphenyl)boronic acid